6-(2,6-Dichlorophenyl)-2-((3-chloro-4-(4-(dimethylamino)piperidin-1-yl)phenyl)amino)-8,9-dihydroimidazo[1,2-a]pyrimido[5,4-e]pyrimidin-5(6H)-one ClC1=C(C(=CC=C1)Cl)N1C=2N(C3=C(C1=O)C=NC(=N3)NC3=CC(=C(C=C3)N3CCC(CC3)N(C)C)Cl)CCN2